C(C)(=O)N1C(C(C2=CC=CC=C12)=O)=CC1=NC2=CC=C(C=C2C(=C1)C1=CC=NC2=CC=CC=C12)C(=O)O 2-((1-acetyl-3-oxoindolin-2-ylidene)methyl)-[4,4'-biquinoline]-6-carboxylic acid